ClC1=C(C=CC=C1OC)C1=CC=C2C(CCOC2=C1)NC(O[C@@H]1CN2CCC1CC2)=O (S)-quinuclidin-3-yl (7-(2-chloro-3-methoxyphenyl)chroman-4-yl)carbamate